[Au].[Ag].[Cu] copper-silver gold